3-amino-3-methylpiperidine-2,6-dione NC1(C(NC(CC1)=O)=O)C